rac-(2S,3R,4R)-1-acetyl-2-ethyl-N-(2-methoxyethyl)-3-methyl-4-((6-methylpyridin-2-yl)amino)-1,2,3,4-tetrahydroquinoline-6-carboxamide C(C)(=O)N1[C@H]([C@@H]([C@H](C2=CC(=CC=C12)C(=O)NCCOC)NC1=NC(=CC=C1)C)C)CC |r|